N1(CCCCC1)CC1=CC=C(NC(C2=CC=CC=C2)=C2C(NC3=CC(=CC=C23)C(N)=O)=O)C=C1 (1-(4-(piperidin-1-yl-methyl)-anilino)-1-phenyl-methylene)-6-carbamoyl-indolinone